FC1=C(OC2=C(C(=O)N)C=CC=N2)C=CC(=C1)CC(NC=1N=C2N(C=C(C=C2)C(F)(F)F)C1)=O 2-(2-fluoro-4-(2-oxo-2-((6-(trifluoro-methyl)imidazo-[1,2-a]pyridin-2-yl)amino)ethyl)-phenoxy)nicotinamide